Bis(triglyme) lithium [Li].COCCOCCOCCOC.COCCOCCOCCOC